[(1S)-1-(5-fluoro-2-pyridyl)ethyl] methanesulfonate CS(=O)(=O)O[C@@H](C)C1=NC=C(C=C1)F